N1C(=NC2=C1C=CC=C2)[C@@H]2[C@H](C2)C(=O)NC2(CC2)C(=O)NC2=CC=C(C=C2)C(F)(F)F 1-((1S,2S)-2-(1H-Benzo[d]imidazol-2-yl)cyclopropane-1-carboxamido)-N-(4-(trifluoromethyl)phenyl)cyclopropane-1-carboxamide